3-(2-Aminoethoxy)-N-[4-[4-[6-chloro-4-(trifluoromethyl)-2-pyridyl]piperazin-1-yl]sulfonylphenyl]benzamide NCCOC=1C=C(C(=O)NC2=CC=C(C=C2)S(=O)(=O)N2CCN(CC2)C2=NC(=CC(=C2)C(F)(F)F)Cl)C=CC1